NC1=CC(=C(C(=O)NC=2C(N(C=CC2)C2CC(CC2)(F)F)=O)C(=C1)N1CCC2(CC2)CC1)F 4-amino-N-(1-(3,3-difluorocyclopentyl)-2-oxo-1,2-dihydropyridin-3-yl)-2-fluoro-6-(6-azaspiro[2.5]octan-6-yl)benzamide